tert-butyl 4-(5-[6,8-dimethylimidazo[1,2-a]pyrazin-2-yl]-3-fluorothiophene-2-amido)-2-methylpiperidine-1-carboxylate CC=1N=C(C=2N(C1)C=C(N2)C2=CC(=C(S2)C(=O)NC2CC(N(CC2)C(=O)OC(C)(C)C)C)F)C